(4-(tert-butyl)benzyl)(S)-2-((S)-2-cinnamamido-3-cyclohexylpropionamido)-3-((S)-2-oxopyrrolidin-3-yl)propane Tert-butyl-(2-(((4-nitrophenoxy)carbonyl)oxy)ethyl)carbamate C(C)(C)(C)N(C(O)=O)CCOC(=O)OC1=CC=C(C=C1)[N+](=O)[O-].C(C)(C)(C)C1=CC=C(CC[C@@H](C[C@H]2C(NCC2)=O)NC([C@H](CC2CCCCC2)NC(C=CC2=CC=CC=C2)=O)=O)C=C1